tert-butyl (2R,4R)-2-({[tert-butyl (dimethyl) silyl]oxy}methyl)-4-{(ethanesulfonyl)[(4-methoxyphenyl)methyl]amino}-3,3-difluoropyrrolidine-1-carboxylate [Si](C)(C)(C(C)(C)C)OC[C@H]1N(C[C@H](C1(F)F)N(CC1=CC=C(C=C1)OC)S(=O)(=O)CC)C(=O)OC(C)(C)C